3-(tert-butyl)phenol C(C)(C)(C)C=1C=C(C=CC1)O